methyl (S)-3-(5-chloro-2-(2-(1-methoxyethyl)pyridin-3-yl)-1H-pyrrolo[3,2-b]pyridin-3-yl)-2,2-dimethylpropanoate ClC1=CC=C2C(=N1)C(=C(N2)C=2C(=NC=CC2)[C@H](C)OC)CC(C(=O)OC)(C)C